C(#N)C=1C(=C2C(=NC1N1CC3(CN(C3)C(=O)OC(C)(C)C)CC1)CC(C2)(C)C)C2=CC(=CC1=CC=CC=C21)NS(=O)(=O)C tert-butyl 6-(3-cyano-6,6-dimethyl-4-(3-(methylsulfonamido)-naphthalen-1-yl)-6,7-dihydro-5H-cyclopenta[b]pyridin-2-yl)-2,6-diazaspiro[3.4]octane-2-carboxylate